5,6-Dichloro-N-((2-(2,6-dioxopiperidin-3-yl)-1-oxoisoindolin-5-yl)methyl)-1H-indazol-3-carboxamide ClC=1C=C2C(=NNC2=CC1Cl)C(=O)NCC=1C=C2CN(C(C2=CC1)=O)C1C(NC(CC1)=O)=O